Cl.FC=1C=C(C=CC1OC)C1=CN=C2N1C=CN=C2NC2=CC(=C(C(=O)N1CCC(CC1)C(=O)N1CCNCC1)C=C2)C (1-(4-((3-(3-fluoro-4-methoxyphenyl)imidazo[1,2-a]pyrazin-8-yl)amino)-2-methylbenzoyl)piperidin-4-yl)(piperazin-1-yl)methanone hydrochloride